C(=O)C1(N(C(C2C1(OC(C2)OC)C)=O)C(=O)[O-])C(=O)[O-] 6-formyl-2-methoxy-6a-methyl-4-oxohexahydro-5H-furo[2,3-c]pyrrole-5,6-dicarboxylate